O[C@H]1C[C@@H](N(C1)C(=O)OC(C)(C)C)C(NC1=CC=C(C=C1)C=1C=NC=CC1)=O tert-butyl (2R,4S)-4-hydroxy-2-[[4-(3-pyridyl)phenyl]carbamoyl]pyrrolidine-1-carboxylate